NC1=NC=CC(=C1)C(C#N)(C)C 2-(2-aminopyridin-4-yl)-2-methylpropanenitrile